1-((3,3-difluorocyclobutyl)methyl)-3-ethyl-4-(trifluoromethyl)-1H-pyrazole FC1(CC(C1)CN1N=C(C(=C1)C(F)(F)F)CC)F